6-chloro-3-((3,5-dimethoxyphenyl)ethynyl)-1H-pyrrolo[2,3-b]Pyridine-1-carboxylic acid tert-butyl ester C(C)(C)(C)OC(=O)N1C=C(C=2C1=NC(=CC2)Cl)C#CC2=CC(=CC(=C2)OC)OC